N1=CNC2=NC=CC(=C21)C=2C=NN(C2)C2=CC=C(C=N2)C(C(F)(F)F)(O)C2CCN(CC2)C 1-(6-(4-(3H-imidazo[4,5-b]pyridin-7-yl)-1H-pyrazol-1-yl)pyridin-3-yl)-2,2,2-trifluoro-1-(1-methylpiperidin-4-yl)ethanol